N1,N1,N1,N4,N4,N4-hexaethylbutane-1,4-diaminium C(C)[N+](CCCC[N+](CC)(CC)CC)(CC)CC